2-(4-(3-(2,4-dioxotetrahydropyrimidin-1(2H)yl)-1-methyl-1H-indol-6-yl)-3,3-difluoropiperidin-1-yl)acetic acid O=C1N(CCC(N1)=O)C1=CN(C2=CC(=CC=C12)C1C(CN(CC1)CC(=O)O)(F)F)C